O\C(\C(=O)OCC)=C/C(CCC1=CC=C(C=C1)C(F)(F)F)=O ethyl (Z)-2-hydroxy-4-oxo-6-(4-(trifluoromethyl)phenyl)hex-2-enoate